2-methylbenzo[d]thiazol CC=1SC2=C(N1)C=CC=C2